ethyl 5-(4-bromophenoxy)-1-(4-methoxybenzyl ethyl)-1H-1,2,3-triazole-4-carboxylate BrC1=CC=C(OC2=C(N=NN2CCCC2=CC=C(C=C2)OC)C(=O)OCC)C=C1